C[C@]12CC3(CC(C[C@@](C1)(C3)C)C2)C(C(=O)N)=CC(N2CCCCC2)=O ((1r,3R,5S,7r)-3,5-dimethyladamantan-1-yl)-4-oxo-4-(piperidin-1-yl)but-2-enamide